FC(C(CC(=O)C=1N(C(=NC1)C)C(C)C)=O)F 4,4-difluoro-1-(3-isopropyl-2-methyl-imidazol-4-yl)butane-1,3-dione